N-((1R,3s,5S)-8-azabicyclo[3.2.1]oct-3-yl)-3-chloro-4-((1S,2S)-2-(1,6-dimethyl-1H-pyrazolo[3,4-d]pyrimidin-3-yl)cyclopropyl)-N-methylbenzamide [C@H]12CC(C[C@H](CC1)N2)N(C(C2=CC(=C(C=C2)[C@@H]2[C@H](C2)C2=NN(C1=NC(=NC=C12)C)C)Cl)=O)C